N1CCC(CC1)CN[C@H]1[C@@H](C1)C=1C=C2CCN(C2=CC1)C(CCCC)=O Trans-1-(5-(2-(piperidin-4-ylmethylamino)cyclopropyl)indolin-1-yl)pentan-1-one